FC=1C=C(OC2CNC2)C=C(C1)F 3-(3,5-difluorophenoxy)azetidine